2-(bromomethyl)-6-chloroimidazo[1,2-a]pyridine BrCC=1N=C2N(C=C(C=C2)Cl)C1